(E)-5-(2,4-dioxoimidazolidin-1-yl)-N-(1-(4-fluoro-3-(2-hydroxy-2-methylpropoxy)phenyl)cyclopropyl)pent-3-ene-1-sulfonamide O=C1N(CC(N1)=O)C/C=C/CCS(=O)(=O)NC1(CC1)C1=CC(=C(C=C1)F)OCC(C)(C)O